C(C)(C)(C)OC(=O)N[C@H](CN1C=C(C(=C1)C)C(=O)OCC)C ethyl (S)-1-(2-((tert-butoxycarbonyl) amino) propyl)-4-methyl-1H-pyrrole-3-carboxylate